1-hydroxy(ethane-diphosphonic acid) OC(CP(O)(=O)O)P(O)(=O)O